N-(cyclopropylmethyl)nicotinamide C1(CC1)CNC(C1=CN=CC=C1)=O